FC1=C(C=CC2=CN(N=C12)[C@@H](C(NC=1SC=CN1)=O)C1=C2N(C=N1)CCC2)C=2C=CC(=NC2)N2CCN(CC2)C(=O)OC(C)(C)C |r| tert-Butyl 4-[5-[7-fluoro-2-[(1RS)-1-(6,7-dihydro-5H-pyrrolo[1,2-c]imidazol-1-yl)-2-oxo-2-(thiazol-2-ylamino)ethyl]indazol-6-yl]-2-pyridyl]piperazine-1-carboxylate